4-((3'-chloro-4'-(trifluoromethoxy)-[1,1'-biphenyl]-4-yl)thio)-1H-1,2,3-triazole-5-carboxylic acid ClC=1C=C(C=CC1OC(F)(F)F)C1=CC=C(C=C1)SC=1N=NNC1C(=O)O